tert-butyl (1S,4R)-6-oxo-2-azabicyclo[2.2.1]heptane-2-carboxylate O=C1C[C@@H]2CN([C@H]1C2)C(=O)OC(C)(C)C